N-(3-Chloro-5-fluorophenyl)-6-(1,6-diazaspiro[3.3]heptan-6-yl)pyrido[3,2-d]pyrimidin-4-amine ClC=1C=C(C=C(C1)F)NC=1C2=C(N=CN1)C=CC(=N2)N2CC1(CCN1)C2